2-[2-(dimethylamino)-5-(methylamino)phenyl]butyric acid CN(C1=C(C=C(C=C1)NC)C(C(=O)O)CC)C